BrC1=CC=C(C=C1)C(C)(C)C=1N=C(SC1)NC(=O)NCC=1C=NC(=C(C1)F)N1CC(NCC1)=O 1-(4-(2-(4-bromophenyl)propan-2-yl)thiazol-2-yl)-3-((5-fluoro-6-(3-oxopiperazin-1-yl)pyridin-3-yl)methyl)urea